CC1=CC=C(C=C1)S(=O)(=O)C1OCCCC1 2-(p-toluenesulfonyl)tetrahydro-2H-pyran